C(C)(C)(C)OC(=O)N1CCN(CC1)C1=CC(=C(C=C1)N)N1CCCCC1 4-(4-amino-3-(piperidin-1-yl)phenyl)piperazine-1-carboxylic acid tert-butyl ester